C(C)(C)(C)OC(=O)N1C[C@H](CC1)NC(C)=O (S)-3-acetamidopyrrolidine-1-carboxylic acid tert-butyl ester